COC1=CC=C(CN2N=C(C=C(C2=O)C2C(CCC2)C)CC2=C(C=C(C=C2C)N2N=C(C(NC2=O)=O)C#N)C)C=C1 2-(4-((1-(4-methoxybenzyl)-5-(2-methylcyclopentyl)-6-oxo-1,6-dihydropyridazin-3-yl)methyl)-3,5-dimethylphenyl)-3,5-dioxo-2,3,4,5-tetrahydro-1,2,4-triazine-6-carbonitrile